(S)-4-(4-((3,4-dimethyl-2-oxo-7-((2,4,6-trifluorobenzyl)carbamoyl)-3,4-dihydroquinazolin-1(2H)-yl)methyl)-3,5-difluorophenoxy)butyric acid CN1C(N(C2=CC(=CC=C2[C@@H]1C)C(NCC1=C(C=C(C=C1F)F)F)=O)CC1=C(C=C(OCCCC(=O)O)C=C1F)F)=O